(2S,2'S,2''S)-2,2',2''-(10-((4-fluoropyridin-2-yl)methyl)-1,4,7,10-tetraazacyclododecane-1,4,7-triyl)tripropionic acid FC1=CC(=NC=C1)CN1CCN(CCN(CCN(CC1)[C@H](C(=O)O)C)[C@H](C(=O)O)C)[C@H](C(=O)O)C